C(CC)OOOCCC 1-propoxy oxide